((6-chloro-3-((6-methoxy-2-methyl-1,2,3,4-tetrahydroisoquinolin-7-yl)amino)-1,2,4-triazin-5-yl)amino)benzonitrile ClC1=C(N=C(N=N1)NC1=C(C=C2CCN(CC2=C1)C)OC)NC1=C(C#N)C=CC=C1